3-cyclohexene methyl-3-cyclohexenate COC(=O)C1CC=CCC1.C1CC=CCC1